zirconium butoxide (acetylacetate) bis(ethyl-acetoacetate) C(C)CC(CC(=O)[O-])=O.C(C)CC(CC(=O)[O-])=O.C(C)(=O)CC(=O)[O-].[O-]CCCC.[Zr+4]